ClC1=CC=C(C(=N1)C(=O)O)N[C@H](C)C=1C=C(C=C2C(C(=C(OC12)C=1C=CC=2C(N1)=CN(N2)C)C)=O)C 6-Chloro-3-[[(1R)-1-[3,6-dimethyl-2-(2-methyl-pyrazolo[4,3-b]pyridin-5-yl)-4-oxo-chromen-8-yl]-ethyl]amino]pyridine-2-carboxylic acid